FC=1C=C(C=C(C1)F)[C@H]1[C@@H](CN(C1)CCOC)NC(=O)NC1=C(C(=NN1C1=CC=CC=C1)C1=NN(C(=C1)C)C)C 1-((3S,4R)-4-(3,5-difluorophenyl)-1-(2-methoxyethyl)pyrrolidin-3-yl)-3-(1',4,5'-trimethyl-1-phenyl-1H,1'H-[3,3'-bipyrazol]-5-yl)urea